ClC=1C=C2C(CCOC2=C(C1)I)NCCCNC1=CC(C2=C(N1)C=CS2)=O 5-[3-(6-chloro-8-iodo-chroman-4-ylamino)-propylamino]-4H-thieno[3,2-b]pyridin-7-one